C1N(CC12CNC2)C2=CC=1N=NC(=CC1N=C2C)C2=C(C=CC=C2)O 2-(7-{2,6-diazaspiro[3.3]heptan-2-yl}-6-methylpyrido[3,2-c]pyridazin-3-yl)phenol